1-Allyl-4-chloro-3,3-dimethyl-7-nitro-1,3-dihydro-2,1-benzothiazol-2,2-dioxid C(C=C)N1S(C(C2=C1C(=CC=C2Cl)[N+](=O)[O-])(C)C)(=O)=O